N[C@@H]1C2=CC=CC=C2CC12CCN(CC2)C=2NC(C1=C(N2)NN=C1C1(CC1)C1=CC(=C(C=C1)F)F)=O (S)-6-(1-amino-1,3-dihydrospiro[indene-2,4'-piperidine]-1'-yl)-3-(1-(3,4-difluorophenyl)cyclopropyl)-1,5-dihydro-4H-pyrazolo[3,4-d]pyrimidin-4-one